C(C=C)(=O)N1CCC(=CC1)C=1C=NC(=CC1)[C@H](C)NC=1N=CC2=C(N1)N(C(C=C2)=O)[C@@H](C)C(C)C 2-{[(1S)-1-(1'-acryloyl-1',2',3',6'-tetrahydro-3,4'-bipyridin-6-yl)ethyl]amino}-8-[(2S)-3-methylbutan-2-yl]pyrido[2,3-d]pyrimidin-7(8H)-one